N-[6-[(2R)-1-[5-(6-ethoxypyrazin-2-yl)-1,3-thiazole-2-carbonyl]pyrrolidin-2-yl]pyridin-2-yl]cyclopropanesulfonamide ethoxy-(2s)-methacrylate C(C)OC=C(C(=O)O)C.C(C)OC1=CN=CC(=N1)C1=CN=C(S1)C(=O)N1[C@H](CCC1)C1=CC=CC(=N1)NS(=O)(=O)C1CC1